Cl.FC(C(C)(N)C)(F)F 1,1,1-trifluoro-2-methylpropane-2-Amine hydrochloride